ClC1=CC(=NC(=C1[N+](=O)[O-])Cl)C(=O)O 4,6-dichloro-5-nitropicolinic acid